COCOC=1C=C(C2=CC=CC=C2C1)CO (3-(methoxymethoxy)naphthalen-1-yl)methanol